6-[(2r,3s,4r,5s)-5-acetamido 3,4-dihydroxy-2-propyl-1-piperidinyl]-benzyl 6-oxo-hexanoate O=CCCCCC(=O)OCC1=CC=CC=C1N1[C@@H]([C@@H]([C@@H]([C@H](C1)NC(C)=O)O)O)CCC